NC=1C(=CC(=NC1C(=O)N)C1=NC(=CC=C1)F)C1=C2C=NNC2=CC=C1C 5-amino-6'-fluoro-4-(5-methyl-1H-indazol-4-yl)-[2,2'-bipyridine]-6-carboxamide